ClC1=CC(=C(COC2=CC=CC(=N2)N2[C@@H]3[C@H](N(CC2)CC2=NC4=C(N2CC=2C=NC=CC2)C=C(C=C4)C(=O)OC)COC3)C=C1)F |o1:14,15| rel-Methyl 2-(((4aR,7aS)-4-(6-((4-chloro-2-fluorobenzyl)oxy)pyridin-2-yl)hexahydrofuro[3,4-b]pyrazin-1(2H)-yl)methyl)-1-(pyridin-3-ylmethyl)-1H-benzo[d]imidazole-6-carboxylate